(2R,4S)-4-[[(2S)-2-amino-4-methyl-pentanoyl]amino]-2-(4-boronobutyl)piperidine-2-carboxylic acid N[C@H](C(=O)N[C@@H]1C[C@@](NCC1)(C(=O)O)CCCCB(O)O)CC(C)C